3-[(tert-butoxycarbonyl)amino]acrylamido-1-methylimidazole-2-carboxylic acid C(C)(C)(C)OC(=O)NC=CC(=O)NC=1N=C(N(C1)C)C(=O)O